4-((2-(4-(4-chloro-2-fluorophenyl)piperidin-1-yl)benzyl)sulfonyl)-N,N-dimethylbenzenesulfonamide ClC1=CC(=C(C=C1)C1CCN(CC1)C1=C(CS(=O)(=O)C2=CC=C(C=C2)S(=O)(=O)N(C)C)C=CC=C1)F